(E)-2-((5-nitrofuran-2-yl)methylene)hydrazine-1-carboxamide [N+](=O)([O-])C1=CC=C(O1)\C=N\NC(=O)N